5-(acetamido)N,N'-Bis(2,3-dihydroxypropyl)-2,4,6-triiodo-1,3-benzenedicarboxamide C(C)(=O)NC=1C(=C(C(=C(C1I)C(=O)NCC(CO)O)I)C(=O)NCC(CO)O)I